COC1=C(C2=C(N(C(N2C)=O)C2C(N(C(CC2)=O)CC2=CC=C(C=C2)OC)=O)C=C1)N1CCC(CC1)N(C(OCCCC)=O)C butyl N-[1-[5-methoxy-1-[1-[(4-methoxyphenyl)methyl]-2,6-dioxo-3-piperidyl]-3-methyl-2-oxo-benzimidazol-4-yl]-4-piperidyl]-N-methyl-carbamate